(4R,5S,6R)-3-((3S,5S)-5-(Dimethylcarbamoyl)pyrrolidin-3-ylthio)-4-methyl-6-((R)-1-(morpholine-4-carboxamido)ethyl)-7-oxo-1-azabicyclo[3.2.0]hept-2-ene-2-carboxylic acid CN(C(=O)[C@@H]1C[C@@H](CN1)SC1=C(N2C([C@@H]([C@H]2[C@H]1C)[C@@H](C)NC(=O)N1CCOCC1)=O)C(=O)O)C